FC(C(O)([2H])[2H])(F)C=1C(=C(C=CC1)[C@@H](C)NC(OC(C)(C)C)=O)F tert-butyl [(1R)-1-{3-[1,1-difluoro-2-hydroxy(2H2)ethyl]-2-fluorophenyl}ethyl]carbamate